ClC=1C=C(C=C(C1)Cl)C(=C)C(F)(F)F 3,5-dichloro-1-(1-trifluoromethyl-vinyl)benzene